5-[5-Iodo-2-isopropyl-4-(pyridin-2-ylmethoxy)-phenoxy]-pyrimidine-2,4-diamine IC=1C(=CC(=C(OC=2C(=NC(=NC2)N)N)C1)C(C)C)OCC1=NC=CC=C1